COC1=CC=C(OCC(=O)N(CC=2SC=CC2)C2=CC=NN2)C=C1 2-(4-methoxyphenoxy)-N-(1H-pyrazol-5-yl)-N-(thiophen-2-ylmethyl)acetamide